1-vinyl-3,5-bistrifluoromethylbenzene C(=C)C1=CC(=CC(=C1)C(F)(F)F)C(F)(F)F